FC1=CC=C(C=C1)N1C(=C(C2=C1C=C1C=NNC1=C2)C=2C=C(C(=NC2)C(=O)O)C)C(C)C 5-[5-(4-fluorophenyl)-6-isopropyl-1H-pyrrolo[2,3-f]indazol-7-yl]-3-methyl-pyridine-2-carboxylic acid